[K].C(C)N(C1=CC=CC=C1)CC diethylaniline, potassium salt